NN1C(=NC2=CC(=CC=C2C1=O)C=1C(=NC(=C(C1)C1=CC=C(C=C1)N1CCN(CC1)C(C)C)F)N)C 3-amino-7-(2-amino-6-fluoro-5-(4-(4-isopropylpiperazin-1-yl)phenyl)pyridin-3-yl)-2-methylquinazolin-4(3H)-one